5-((1-(2-Methoxy-4-(5-methyl-2,5-diazabicyclo[2.2.1]heptan-2-yl)phenyl)-1H-imidazol-4-yl)amino)pyrazine-2-carbonitrile COC1=C(C=CC(=C1)N1C2CN(C(C1)C2)C)N2C=NC(=C2)NC=2N=CC(=NC2)C#N